BrC1=CC=CC(=N1)C(C(=O)OCC1=CC=CC=C1)(F)F benzyl (6-bromopyridin-2-yl)(difluoro)acetate